ClC=1C=C2C(=NN1)NC[C@@]1(N2C[C@@H](C1)N1N=NC=2C1=NC=C(C2)C=C)CF (6aR,8R)-2-chloro-6a-(fluoromethyl)-8-(6-vinyl-3H-[1,2,3]triazolo[4,5-b]pyridin-3-yl)-5,6,6a,7,8,9-hexahydropyrrolo[1',2':4,5]pyrazino[2,3-c]pyridazine